(S)-1-(6-(1-(difluoromethyl)-1H-pyrazol-4-yl)pyrimidin-4-yl)-5'-(3,5-difluorophenyl)-6',7'-dihydro-3'H,5'H-spiro[piperidine-4,2'-pyrrolo[1,2-a]imidazol]-3'-one FC(N1N=CC(=C1)C1=CC(=NC=N1)N1CCC2(N=C3N(C2=O)[C@@H](CC3)C3=CC(=CC(=C3)F)F)CC1)F